4-(cyclopentylamino)-2-((1r,4r)-4-ethoxycyclohexylamino)pyrimidine-5-carbonitrile C1(CCCC1)NC1=NC(=NC=C1C#N)NC1CCC(CC1)OCC